C(C)OC=C(C(=O)[O-])C(=O)C(F)F 2-(ethoxymethylene)-4,4-difluoroacetoacetate